[La].[Sn].[Al].[Cu].[Ag].[Li] lithium silver copper aluminum tin lanthanum